(R)-1-(2-amino-8-(isopropylamino)pyrido[3,4-d]pyrimidin-6-yl)ethyl benzoate C(C1=CC=CC=C1)(=O)O[C@H](C)C1=CC2=C(N=C(N=C2)N)C(=N1)NC(C)C